CN(C(CCCC(=O)OC1CCC(CC1)NC(=O)OCC1C2=CC=CC=C2C=2C=CC=CC12)=O)CC(=O)O [N-Methyl(4-{4-[(9H-fluoren-9-yl)methoxycarbonylamino]cyclohexyloxycarbonyl}butyryl)amino]acetic Acid